N-[(2S)-5-[[(1R,2S)-2-(4-Fluorophenyl)cyclopropyl]amino]-1-(8-oxa-3-azabicyclo[3.2.1]octane-1-yl)-1-oxopentan-2-yl]-4-(1H-1,2,3-triazol-1-yl)benzamide FC1=CC=C(C=C1)[C@H]1[C@@H](C1)NCCC[C@@H](C(=O)C12CNCC(CC1)O2)NC(C2=CC=C(C=C2)N2N=NC=C2)=O